(4-morpholino-phenyl)butane-1-one ethyl-2-(2-((5-(2-(aminomethyl)-3-fluoropyridin-4-yl)-1-methyl-1H-indazol-3-yl)methoxy)-4-methoxyphenyl)acetate C(C)OC(CC1=C(C=C(C=C1)OC)OCC1=NN(C2=CC=C(C=C12)C1=C(C(=NC=C1)CN)F)C)=O.O1CCN(CC1)C1=CC=C(C=C1)C(CCC)=O